CC(C)(CCC(C)(O)C)O 2,5-dimethyl-2,5-hexane-diol